di(n-octyl)cyclobutane C(CCCCCCC)C1(CCC1)CCCCCCCC